C(C)(C)(C)OC(=O)N1[C@H](C[C@H](C1)O)C1=CC(=C(C=C1)C=1N=C2SC3=C(N2C1)C=C(C(=C3)C(=O)OC(C)(C)C)OC)F tert-butyl 2-(4-((cis)-1-(tert-butoxycarbonyl)-4-hydroxypyrrolidin-2-yl)-2-fluorophenyl)-6-methoxybenzo[d]imidazo[2,1-b]thiazol-7-carboxylate